C(=O)O.COC1=CC=C(C=C1)C1=NOC(=N1)N1CCN(CC1)C(=O)NCCCN1CCC(CC1)C 4-(3-(4-Methoxyphenyl)-1,2,4-oxadiazol-5-yl)-N-(3-(4-methylpiperidin-1-yl)propyl)piperazine-1-carboxamide formate